CCC=CCC=CCC=CCCCCCCCCC 3,6,9-nonadecatriene